(benzyloxy)-cyclobutanone C(C1=CC=CC=C1)OC1C(CC1)=O